(4-hydroxyphenyl)(4-methoxyphenyl)methanone OC1=CC=C(C=C1)C(=O)C1=CC=C(C=C1)OC